4-(4-{[(2-chloroethyl)carbamoyl]amino}-3-fluorophenoxy)-N-methylpyridine-2-carboxamide ClCCNC(=O)NC1=C(C=C(OC2=CC(=NC=C2)C(=O)NC)C=C1)F